ClC1=NC=C(C(=C1)N1CCC(CC1)O)C#CC=1C=NC(=CC1)N1CCOCC1 1-(2-chloro-5-(2-(6-morpholino-3-pyridinyl)ethynyl)-4-pyridinyl)piperidin-4-ol